(4-(3-(3-(tert-butyl)-1-(2,6-difluorophenyl)-1H-pyrazol-5-yl)ureido)-3-fluorophenyl)boric acid C(C)(C)(C)C1=NN(C(=C1)NC(NC1=C(C=C(C=C1)OB(O)O)F)=O)C1=C(C=CC=C1F)F